(3-(2-(2-(2,5-dioxo-2,5-dihydro-1H-pyrrol-1-yl)acetylamino)ethoxy)propionyl)glycine O=C1N(C(C=C1)=O)CC(=O)NCCOCCC(=O)NCC(=O)O